O=C(CP(OCC)(OCC)=O)N1C(OC[C@H]1C1=CC=CC=C1)=O diethyl (R)-(2-oxo-2-(2-oxo-4-phenyloxazolidin-3-yl)ethyl)phosphonate